FC1=CC(=CC(=N1)N1C(C2=C(N=C(N=C2)C2=CN=C(S2)C)CC1)C)OC 5-[6-(6-fluoro-4-methoxy-2-pyridyl)-5-methyl-7,8-dihydro-5H-pyrido[4,3-d]pyrimidin-2-yl]-2-methyl-thiazole